FC1=C(C=CC(=C1)C1=NNC(OC1)=O)C1=CC(=CC=C1)F 5-(2,3'-Difluoro[1,1'-biphenyl]-4-yl)-3,6-dihydro-2H-1,3,4-oxadiazin-2-one